FC(CF)O 1,2-difluoroethan-1-ol